CC=1C(=NC=C(C1)C)N[C@@H]1CN(CC1)C(=O)C1=CC=C(C=C1)C1(C(NC(C1)=O)=O)CC 3-{4-[(S)-3-(3,5-dimethylpyridin-2-ylamino)pyrrolidine-1-carbonyl]phenyl}-3-ethylpyrrolidine-2,5-dione